OC(CCC[C@@H](C)[C@H]1CC[C@H]2[C@@H]3CC[C@H]4[C@H]([C@H](CC[C@]4(C)[C@H]3CC[C@]12C)O)O)C1=C(C=CC=C1)OC 24-[hydroxyl(2-methoxyphenyl)methyl]-5α-cholane-3β,4β-diol